methyl (S)-1-(2-chlorophenyl)-2-oxocyclohexylmethylcarbamate ClC1=C(C=CC=C1)[C@]1(C(CCCC1)=O)CNC(OC)=O